3-[(1S)-1-[4-chloro-2-(1,2-oxazol-3-yl)phenoxy]ethyl]-5-methyl-4H-1,2,4-triazole ClC1=CC(=C(O[C@@H](C)C2=NN=C(N2)C)C=C1)C1=NOC=C1